FC(OC=1C=C(C=C(C1C(=O)N1CCS(CC1)(=O)=O)OC)C1=CN=C2N1C=CC(=C2)C(C#N)(C)C)F 2-[3-[3-(difluoromethoxy)-4-(1,1-dioxo-1,4-thiazinane-4-carbonyl)-5-methoxy-phenyl]imidazo[1,2-a]pyridin-7-yl]-2-methyl-propanenitrile